CC1CN(CC1)CC=1C=C(C=2N(C1)C=CN2)C(=O)N 6-((3-methylpyrrolidin-1-yl)methyl)imidazo[1,2-a]pyridine-8-carboxamide